2,6-dimethoxy-N-(4-methoxy-6-(2-(piperazin-1-yl)thiazol-5-yl)benzo[d]isoxazol-3-yl)benzenesulfonamide hydrochloride Cl.COC1=C(C(=CC=C1)OC)S(=O)(=O)NC1=NOC2=C1C(=CC(=C2)C2=CN=C(S2)N2CCNCC2)OC